dimethyl citraconate C(\C(\C)=C/C(=O)OC)(=O)OC